2,3-dibromo-2-methylpropyl ether BrC(COCC(CBr)(Br)C)(CBr)C